O=C1N(CCC(N1)=O)C=1C=C(OCC(=O)N2CCC(CC2)C(=O)O)C=CC1C 1-[2-[3-(2,4-Dioxohexahydropyrimidin-1-yl)-4-methyl-phenoxy]acetyl]piperidine-4-carboxylic acid